trimethyl-(methylcyclopentadienyl)platinum(IV) C[Pt](C1(C=CC=C1)C)(C)C